ClCC(COCC(CCl)O)O di(3-chloro-2-hydroxypropyl) ether